N-(3-chloro-4-fluorophenyl)-4-(5-hydroxy-5-((6-methylpyridin-3-yl)ethynyl)-octahydropentalen-2-yl)-1-methyl-1H-imidazole-5-carboxamide ClC=1C=C(C=CC1F)NC(=O)C1=C(N=CN1C)C1CC2CC(CC2C1)(C#CC=1C=NC(=CC1)C)O